N-(2-(5-(benzyloxy)-3'-fluoro-[1,1'-biphenyl]-2-yl)ethyl)acetamide C(C1=CC=CC=C1)OC=1C=CC(=C(C1)C1=CC(=CC=C1)F)CCNC(C)=O